tert-Butyl 5-(4-(3-(tert-butoxycarbonylamino)cyclobutyl)-2,6-difluorophenyl)-3-(1-methyl-1H-pyrazol-4-yl)-1H-pyrazolo[3,4-c]pyridine-1-carboxylate C(C)(C)(C)OC(=O)NC1CC(C1)C1=CC(=C(C(=C1)F)C=1C=C2C(=CN1)N(N=C2C=2C=NN(C2)C)C(=O)OC(C)(C)C)F